prop-2-enoate C(C=C)(=O)[O-]